lithium 2-(azetidin-1-ylmethyl)-3-methylbutyrate N1(CCC1)CC(C(=O)[O-])C(C)C.[Li+]